FC1=NN=C2N1C1=CC(=CC=C1C(=N2)N2C(CCC1=CC=CC=C21)C)N fluoro-5-(2-methyl-3,4-dihydro-quinolin-1(2H)-yl)-[1,2,4]triazolo[4,3-a]quinazolin-8-amine